FC1(CNCCC1N1CSC(=C1C)COC=1C(=CC2=C(C=C(O2)C)C1)F)F N-(3,3-difluoropiperidin-4-yl)-6-fluoro-2-methyl-5-((4-methylthiazol-5-yl)methoxy)benzofuran